ClC1=C(C(=CC=C1)C)NC(=O)C1=CN=C(S1)NC1=NC(=NC(=C1)N1CCN(CC1)CC=1C(=C2CN(C(C2=CC1)=O)C1C(NC(CC1)=O)=O)F)C N-(2-chloro-6-methylphenyl)-2-((6-(4-((2-(2,6-dioxopiperidin-3-yl)-4-fluoro-1-oxoisoindolin-5-yl)methyl)piperazin-1-yl)-2-methylpyrimidin-4-yl)amino)thiazole-5-carboxamide